9,9-bis[4-(3-amino-5-trifluoromethylphenoxy)-3-methylphenyl]fluorene NC=1C=C(OC2=C(C=C(C=C2)C2(C3=CC=CC=C3C=3C=CC=CC23)C2=CC(=C(C=C2)OC2=CC(=CC(=C2)C(F)(F)F)N)C)C)C=C(C1)C(F)(F)F